[Si](C)(C)(C(C)(C)C)OC(CC=C)C1=CC(=C(C=N1)C=1C(N(C2=CC(=NC=C2C1)NC(=O)C1C(C1)(F)F)C)=O)C N-(3-(6-(1-((tert-butyldimethylsilyl)oxy)but-3-en-1-yl)-4-methylpyridin-3-yl)-1-methyl-2-oxo-1,2-dihydro-1,6-naphthyridin-7-yl)-2,2-difluorocyclopropane-1-carboxamide